N-[6-(2-chloro-5-fluorophenyl)-3-(2,2-difluoroethyl)-2,8-dioxo-7,8-dihydro-6H-[1,3]oxazolo[5,4-e]isoindol-5-yl]-5-fluoro-3-(trifluoromethyl)benzamide ClC1=C(C=C(C=C1)F)C1NC(C2=C3C(=CC(=C12)NC(C1=CC(=CC(=C1)F)C(F)(F)F)=O)N(C(O3)=O)CC(F)F)=O